N-octadecyltrimethylendiamine C(CCCCCCCCCCCCCCCCC)NCCCN